4-(difluoromethyl)-5-fluoro-N-(6-methyl-5-(7-(methylamino)-1,6-naphthyridin-3-yl)pyridin-3-yl)pyridineamide FC(C1=CC(=NC=C1F)C(=O)NC=1C=NC(=C(C1)C=1C=NC2=CC(=NC=C2C1)NC)C)F